(3R,4R)-1-(cyclopropylsulfonyl)-4-((5-fluoro-7-(2,3,5-trifluorophenyl)pyrrolo[2,1-f][1,2,4]triazin-2-yl)amino)piperidin-3-ol C1(CC1)S(=O)(=O)N1C[C@H]([C@@H](CC1)NC1=NN2C(C=N1)=C(C=C2C2=C(C(=CC(=C2)F)F)F)F)O